COC=1C(=C2C=CNC2=C(C1)C)CN1[C@@H](CC2(CC(C2)C#N)CC1)C1=CC=C(C=C1)C(=O)N1CC2(C1)CN(C2)C (2R,4r,6S)-7-((5-methoxy-7-methyl-1H-indol-4-yl)methyl)-6-(4-(6-methyl-2,6-diazaspiro[3.3]heptane-2-carbonyl)phenyl)-7-azaspiro[3.5]nonane-2-carbonitrile